2-(2-benzothiazolyl)acetonitrile S1C(=NC2=C1C=CC=C2)CC#N